4-chloro-N-(2-(3-(dimethylamino)propoxy)-5-(3'-methyl-2'-oxo-2',3'-dihydrospiro[cyclopropane-1,1'-pyrrolo[2,3-c]quinolin]-8'-yl)pyridin-3-yl)benzenesulfonamide hydrochloride Cl.ClC1=CC=C(C=C1)S(=O)(=O)NC=1C(=NC=C(C1)C1=CC=2C3=C(C=NC2C=C1)N(C(C31CC1)=O)C)OCCCN(C)C